disodium 1,5-bis(4-dodecyloxy-3-methoxyphenyl)-3-oxo-1,5-pentanedisulfonate C(CCCCCCCCCCC)OC1=C(C=C(C=C1)C(CC(CC(S(=O)(=O)[O-])C1=CC(=C(C=C1)OCCCCCCCCCCCC)OC)=O)S(=O)(=O)[O-])OC.[Na+].[Na+]